2-chloro-7-((3aS,4R,6R,6aR)-2,2-dimethyl-6-(3-(trifluoromethoxy)phenyl)tetrahydro-4H-cyclopenta[d][1,3]dioxol-4-yl)-N-(4-methoxybenzyl)-7H-pyrrolo[2,3-d]pyrimidin-4-amine ClC=1N=C(C2=C(N1)N(C=C2)[C@@H]2C[C@@H]([C@H]1OC(O[C@H]12)(C)C)C1=CC(=CC=C1)OC(F)(F)F)NCC1=CC=C(C=C1)OC